bis(2-methoxybenzoyl)1-methylpropan tert-butyl-N-[3-ethyl-5-[[2-[5-methyl-2-[6-(methylamino)-3-pyridyl]-1-piperidyl]-2-oxo-acetyl]amino]-2-pyridyl]carbamate C(C)(C)(C)OC(NC1=NC=C(C=C1CC)NC(C(=O)N1C(CCC(C1)C)C=1C=NC(=CC1)NC)=O)=O.COC1=C(C(=O)C(C(C)C(C2=C(C=CC=C2)OC)=O)C)C=CC=C1